4H-Thieno[3,2-c]thiochromene-2-carboxylic acid 5-oxide S1C(=CC=2CS(C=3C=CC=CC3C21)=O)C(=O)O